COCC(C(=O)OCCCCC)C(C)(C)C pentyl 2-methoxymethyl-3,3-dimethylbutyrate